N-((5-(5-(difluoromethyl)-1,3,4-oxadiazol-2-yl)pyridin-2-yl)methyl)-N-(3,4-difluorophenyl)-4-methylpiperazine-1-carboxamide FC(C1=NN=C(O1)C=1C=CC(=NC1)CN(C(=O)N1CCN(CC1)C)C1=CC(=C(C=C1)F)F)F